FC=1C=C(C#N)C=CC1OCC1=NC(=CC=C1)NC1CCNCC1 3-fluoro-4-((6-(piperidin-4-ylamino)pyridin-2-yl)methoxy)benzonitrile